3-((2S)-3-(8-(3,4-difluorophenylsulphonyl)-1-oxa-8-azaspiro[4.5]decan-3-ylamino)-2-hydroxypropoxy)-N-methylbenzenesulphonamide FC=1C=C(C=CC1F)S(=O)(=O)N1CCC2(CC(CO2)NC[C@@H](COC=2C=C(C=CC2)S(=O)(=O)NC)O)CC1